FC1=CC=C(C=C1)C(N1C[C@@H](N(C[C@H]1C)C1=CC(N(C=2C=CC(=NC12)C#N)C)=O)C)C1=NC=CC=C1F 8-((2s,5r)-4-((4-fluorophenyl)(3-fluoropyridin-2-yl)methyl)-2,5-dimethylpiperazin-1-yl)-5-methyl-6-oxo-5,6-dihydro-1,5-naphthyridine-2-carbonitrile